1,3-dichloro-1,1,3,3-tetra-i-propyldisiloxane Cl[Si](O[Si](C(C)C)(C(C)C)Cl)(C(C)C)C(C)C